C(C)(C)(C)OC(=O)N[C@H](C(=O)O)C1=CC(=CC=C1)Cl (S)-2-((tert-butoxycarbonyl)amino)-2-(3-chlorophenyl)acetic acid